[6-(3-methyl-1H-pyrrolo[2,3-b]pyridin-5-yl)-8-[morpholin-3-yl]-3,4-dihydroIsoquinolin-2(1H)-yl]methanone CC1=CNC2=NC=C(C=C21)C=2C=C1CCN(CC1=C(C2)C2NCCOC2)C=O